Pyrido[3,4-b][1,4]Oxazin-2-One N1C2=C(OCC1=O)C=NC=C2